(S)-4-Bromo-1-(1-(3-chlorophenyl)-2-(dimethylamino)ethyl)pyridine-2(1H)-one BrC1=CC(N(C=C1)[C@H](CN(C)C)C1=CC(=CC=C1)Cl)=O